[Ti].[V].[Ti] titanium vanadium-titanium